CC(CN)(CCCCC(CN)(C)C)C 2,2,7,7-tetramethyl-octamethylenediamine